CC=1NC(=C(N1)C1=CC(=C(C(=C1)F)F)F)C=1C=CC=2N(C1)C=CN2 6-(2-Methyl-4-(3,4,5-trifluorophenyl)-1H-imidazol-5-yl)imidazo[1,2-a]pyridine